2,2-difluorobenzoyl chloride FC1(C(C(=O)Cl)C=CC=C1)F